FC1(C[C@H](NC1)C(=O)O)F 4,4-Difluoroprolin